tert-butyl (3-(4-(2-(4-((2-(1H-1,2,3-triazol-1-yl)pyrimidin-4-yl)methoxy) phenyl)propan-2-yl)phenoxy)propyl)carbamate N1(N=NC=C1)C1=NC=CC(=N1)COC1=CC=C(C=C1)C(C)(C)C1=CC=C(OCCCNC(OC(C)(C)C)=O)C=C1